5-bromo-2-cyano-pyridin-3-yl 2,4,6-tri-O-acetyl-3-azido-3-deoxy-1-thio-α-D-galactopyranoside C(C)(=O)O[C@H]1[C@@H](SC=2C(=NC=C(C2)Br)C#N)O[C@@H]([C@@H]([C@@H]1N=[N+]=[N-])OC(C)=O)COC(C)=O